C(#N)C1N(CSC1)C(CNC(=O)C1=CC=NC2=CC=C(C=C12)CC1=NOC=C1C)=O N-(2-(4-Cyanothiazolidin-3-yl)-2-oxoethyl)-6-((4-methylisoxazol-3-yl)methyl)-quinoline-4-carboxamide